(5E)-12-bromo-5-dodecene BrCCCCCC/C=C/CCCC